2-(3,5-difluoropyridin-2-yl)acetic acid FC=1C(=NC=C(C1)F)CC(=O)O